C1(CCC1)N1C(NC2=C(C(=CC=C2C1=O)CN1CCN(CC1)C=1C=CC(=NC1C)C(=O)NC)F)=O 5-(4-((3-cyclobutyl-8-fluoro-2,4-dioxo-1,2,3,4-tetrahydroquinazolin-7-yl)methyl)piperazin-1-yl)-N,6-dimethylpicolinamide